C(OC(C)(C)C)(OC1=CC=C(C=C1)C=C)=O t-butyl (4-vinylphenyl) carbonate